3-(4-ethoxy-2-methyl-phenyl)-4-[4-[(3S)-1-(3-fluoropropyl)pyrrolidin-3-yl]oxyphenyl]-2H-thiochromen-7-ol C(C)OC1=CC(=C(C=C1)C=1CSC2=CC(=CC=C2C1C1=CC=C(C=C1)O[C@@H]1CN(CC1)CCCF)O)C